5,5-difluoro-bicyclo[2.1.1]hexane-1-carboxylic acid FC1(C2CCC1(C2)C(=O)O)F